C1(C=CC(N1CC1CCC(CC1)C(=O)O)=O)=O 4-(maleimidomethyl)cyclohexane-1-carboxylic acid